N1C=C(C2=CC=CC=C12)CC[C@@H]1N(CCC2=CC(=C(C=C12)OCCN(C)C)OC)C=O (S)-1-(2-(1H-indol-3-yl)ethyl)-7-(2-(dimethylamino)ethoxy)-6-methoxy-3,4-dihydroisoquinoline-2(1H)-formaldehyde